C1(CCC1)C1C(NC=2C=CC=C3C=C(N1C32)C(=O)NC=3C=C(C(=O)OC)C=C(C3NC)F)=O methyl 3-[(11-cyclobutyl-10-oxo-1,9-diazatricyclo[6.3.1.04,12]dodeca-2,4,6,8(12)-tetraene-2-carbonyl)amino]-5-fluoro-4-(methylamino)benzoate